[Cl-].[Li+].[Cl-].[Mg+2].CC1(N(C(CCC1)(C)C)[Zn]N1C(CCCC1(C)C)(C)C)C bis(2,2,6,6-tetramethylpiperidinyl)zinc magnesium chloride lithium chloride